2-Bromoacetonitrile BrCC#N